N-(2-amino-3-fluoro-phenyl)-4-methyl-1,2,5-oxadiazole-3-carboxamide NC1=C(C=CC=C1F)NC(=O)C1=NON=C1C